4-(2-(2-(2-methoxyethoxy)ethoxy)phenyl)-4,9-bis(thien-2-yl)-[1,2,5]thiadiazolo[3,4-g]quinoxaline COCCOCCOC1=C(C=CC=C1)C1(C=2C(=C(C=3N=CC=NC13)C=1SC=CC1)NSN2)C=2SC=CC2